(4aR,8aS)-6-[3-(4-bromophenyl)azetidine-1-carbonyl]hexahydro-2H-pyrido[4,3-b][1,4]oxazin-3(4H)-one BrC1=CC=C(C=C1)C1CN(C1)C(=O)N1C[C@@H]2[C@@H](OCC(N2)=O)CC1